C(C)S(=O)(=O)N1CC(C1)=CC#N 2-(1-ethylsulfonylazetidin-3-ylidene)acetonitrile